methyl (2S)-2-[[(2S)-2-[(7-bromo-4-fluoro-1H-indole-2-carbonyl)amino]-3-cyclopropyl-propanoyl]amino]-3-[(3S)-2-oxo-3-piperidyl]propanoate BrC=1C=CC(=C2C=C(NC12)C(=O)N[C@H](C(=O)N[C@H](C(=O)OC)C[C@H]1C(NCCC1)=O)CC1CC1)F